FC(C=1C=NC=CC1N1C[C@H](CCC1)CN1C[C@@H](C([C@@H](C1)OCC1=CC=CC=C1)OCC1=CC=CC=C1)OCC1=CC=CC=C1)(F)F 3-(trifluoromethyl)-4-((R)-3-(((3S,4R,5R)-3,4,5-tris(benzyloxy)piperidin-1-yl)methyl)piperidin-1-yl)pyridine